C(C)(C)(C)[Si](OC[C@@H](C[C@H](C)O)C=C)(C1=CC=CC=C1)C1=CC=CC=C1 (2S,4S)-4-(((tert-butyl-diphenyl-silyl)oxy)methyl)hex-5-en-2-ol